(6R)-6-{[7-chloro-2-(1,3-dimethyl-1H-pyrazol-4-yl)[1,2,4]triazolo[1,5-c]quinazolin-5-yl]amino}-1,4-diazepin-5-one ClC1=CC=CC=2C=3N(C(=NC12)NC=1C(N=CC=NC1)=O)N=C(N3)C=3C(=NN(C3)C)C